(rac)-pyrrolidinecarboxylic acid N1(CCCC1)C(=O)O